NCC(O)C1CCC1 2-amino-1-cyclobutylethanol